NC=1C=C(C(=C2CCC(C(C12)=O)NC(C)=O)C)OC N-(8-amino-6-methoxy-5-methyl-1-oxo-1,2,3,4-tetrahydronaphthalen-2-yl)acetamide